C(=O)C1=C(N(C=2N=CSC21)C)C(=O)OCC ethyl 6-formyl-4-methyl-4H-pyrrolo[2,3-d]thiazole-5-carboxylate